4-({[4-(1,3-benzoxazol-2-yl)-5-methoxy-1-methyl-6-oxo-1,6-dihydropyrimidin-2-yl](methyl)amino}(phenyl)methyl)benzonitrile O1C(=NC2=C1C=CC=C2)C=2N=C(N(C(C2OC)=O)C)N(C)C(C2=CC=C(C#N)C=C2)C2=CC=CC=C2